OC1CCC(CC1)(C(=O)OC(C)(C)C)C tert-Butyl 4-hydroxy-1-methylcyclohexane-1-carboxylate